[4-[(E)-cinnamyl]piperazin-1-yl]-(3,4-diisopropoxyphenyl)methanone C(\C=C\C1=CC=CC=C1)N1CCN(CC1)C(=O)C1=CC(=C(C=C1)OC(C)C)OC(C)C